C(CC)C1=CC=C(C=C1)C1=CC(=C(C=C1)Br)F 4-(4-propylphenyl)-2-fluoro-bromobenzene